NC1=NC=C(C2=C1C(=C(N2C)C2=C(C=C(C=C2)NC(C(=C)F)=O)C)C2=CC=C(C=C2)OC2=NC=C(C(=N2)C)F)C#N N-(4-(4-amino-7-cyano-3-(4-((5-fluoro-4-methylpyrimidin-2-yl)oxy)phenyl)-1-methyl-1H-pyrrolo[3,2-c]pyridin-2-yl)-3-methylphenyl)-2-fluoroacrylamide